The molecule is an alpha,omega-dicarboxylic acid that is ethane substituted by carboxyl groups at positions 1 and 2. It has a role as a human metabolite, a plant metabolite and an algal metabolite. It is a conjugate acid of an oxalate(1-) and an oxalate. C(=O)(C(=O)O)O